tert-butyl 7-hydroxy-1-methyl-3,4-dihydro-1H-2,6-naphthyridine-2-carboxylate OC1=NC=C2CCN(C(C2=C1)C)C(=O)OC(C)(C)C